(S)-2-(4,5-dichlorothiophene-2-carboxamido)-N1-(1-(2-(2-adamantylamino)-2-oxoethyl)-2-oxo-1,2-dihydropyridin-3-yl)-N6-methyl-5-oxohexanediamide ClC=1C=C(SC1Cl)C(=O)N[C@H](C(=O)NC=1C(N(C=CC1)CC(=O)NC1C2CC3CC(CC1C3)C2)=O)CCC(C(=O)NC)=O